1-((2R,3R,4R,5R)-5-(chloromethyl)-3-fluoro-4-hydroxy-5-(hydroxymethyl)tetrahydrofuran-2-yl)-4-(hydroxyamino)pyrimidin-2(1H)-one ClC[C@]1([C@H]([C@H]([C@@H](O1)N1C(N=C(C=C1)NO)=O)F)O)CO